C1(=CC=CC=C1)C1(CC1)[N+]1=NOC(=C1)[N-]C(NC1=CC(=CC=C1)C(F)(F)F)=O (3-(1-phenylcyclopropyl)-1,2,3-oxadiazol-3-ium-5-yl)((3-(trifluoromethyl)phenyl)carbamoyl)amide